4-((8-azabicyclo[3.2.1]octan-3-yl)amino)-N'-(2-chloro-4-hydroxyphenyl)-6-(1-methyl-1H-pyrazol-4-yl)pyrrolo[1,2-b]pyridazine-3-carboximidamide C12CC(CC(CC1)N2)NC=2C=1N(N=CC2C(N)=NC2=C(C=C(C=C2)O)Cl)C=C(C1)C=1C=NN(C1)C